OC1=C(C(=O)NC=2C=CC(=C(C(=O)OC)C2)O)C=C(C(=C1)C(=O)NC1=CC(=C(C=C1)O)C(=O)OC)O methyl 5-(2,5-dihydroxy-4-(4-hydroxy-3-(methoxycarbonyl)phenylaminocarbonyl) benzamido)-2-hydroxybenzoate